C(#N)C1=C(C(=C(C(=C1)C(C)C)CC(=O)N[S@@](=O)(=N)C=1SC(=CC1F)C(C)(C)O)C(C)C)F |o1:15| (S)- or (R)-2-(4-cyano-3-fluoro-2,6-diisopropylphenyl)-N-(3-fluoro-5-(2-hydroxypropan-2-yl)thiophen-2-ylsulfonimidoyl)acetamide